N-(2-(1-(1-((R)-1-(4-((R)-2,6-dioxopiperidin-3-yl)-3,5-difluorophenyl)pyrrolidine-3-carbonyl)azetidin-3-yl)piperidin-4-yl)-6-methoxy-2H-indazol-5-yl)-6-(trifluoromethyl)picolinamide O=C1NC(CC[C@@H]1C1=C(C=C(C=C1F)N1C[C@@H](CC1)C(=O)N1CC(C1)N1CCC(CC1)N1N=C2C=C(C(=CC2=C1)NC(C1=NC(=CC=C1)C(F)(F)F)=O)OC)F)=O